C1OC2=CC=C(C=O)C=C2O1 4-Methylenedioxybenzaldehyde